COC(=O)[C@H]1N=C(CC1)C1=CC=C(C=C1)O (S)-5-(4-hydroxyphenyl)-3,4-dihydro-2H-pyrrole-2-carboxylic acid methyl ester